2,3-dibromo-4,5-dihydroxybenzyl alcohol BrC1=C(CO)C=C(C(=C1Br)O)O